tosyl-sulfonamide S(=O)(=O)(C1=CC=C(C)C=C1)S(=O)(=O)N